6-fluoro-8-[(1R)-1-(2-methylsulfonylanilino)ethyl]-2-morpholino-3H-quinazolin-4-one FC=1C=C2C(NC(=NC2=C(C1)[C@@H](C)NC1=C(C=CC=C1)S(=O)(=O)C)N1CCOCC1)=O